FC(N1N=CC(=C1)C=1C=C2C(=NC=NN2C1)N1CC2CCC(C1)N2C(C(F)(F)F)=O)F 1-(3-(6-(1-(difluoromethyl)-1H-pyrazol-4-yl)pyrrolo[2,1-f][1,2,4]triazin-4-yl)-3,8-diazabicyclo[3.2.1]octan-8-yl)-2,2,2-trifluoroethan-1-one